BrC1=CC=C(C=C1)C1=CC=CC2=C1SC1=C2C=CC=C1 4-(p-bromophenyl)dibenzo[b,d]thiophene